[Se]1C=NC=C1 [1,3]Selenazole